5-[methyl-[(3R)-1-[7-[tert-butoxycarbonyl(ethyl)amino]-5-fluoro-3-methyl-2-OXO-indolin-3-yl]-3-piperidyl]amino]pyridine-2-carboxylic acid CN(C=1C=CC(=NC1)C(=O)O)[C@H]1CN(CCC1)C1(C(NC2=C(C=C(C=C12)F)N(CC)C(=O)OC(C)(C)C)=O)C